3-cyanopyrrolo[1,2-b]pyridazine-7-carboxylic acid C(#N)C1=CC=2N(N=C1)C(=CC2)C(=O)O